C(C(=C)C)(=O)OCCS(=O)(=O)O.[Na] sodium sulfoethyl methacrylate